OC[C@@H]1OC[C@@H](O1)N1C2=NC(=NC(=C2N=C1)N)N (2R,4R)-9-(2-hydroxymethyl-1,3-dioxolan-4-yl)-2,6-diaminopurine